FC(OCC(C1=CC=C(C=C1)F)N1C[C@@H](N(C[C@@H]1C)C1=CC(N(C=2C=CC(=NC12)C#N)C)=O)C)F |&1:17| 8-((2S,SR)-4-(2-(difluoromethoxy)-1-(4-fluorophenyl)ethyl)-2,5-dimethylpiperazin-1-yl)-5-methyl-6-oxo-5,6-dihydro-1,5-naphthyridine-2-carbonitrile